isopropyl 2-isopropoxy-6-methylbenzoate C(C)(C)OC1=C(C(=O)OC(C)C)C(=CC=C1)C